2,6-di-tert-butyl-p-isopropyl-phenol C(C)(C)(C)C1=C(C(=CC(=C1)C(C)C)C(C)(C)C)O